[2-(benzyl-propyl-amino)-indan-5-yl]acetamide C(C1=CC=CC=C1)N(C1CC2=CC=C(C=C2C1)CC(=O)N)CCC